C1(=CC=CC=C1)C1=C(C=CC2=C1C(OC1=C2C(=C(C(=C1C)C)C)C)C)C 7-phenylhexamethyldibenzopyrane